N1(CCC1)C(=O)N1[C@H]([C@H](C(C1)(F)F)NS(N(C)C)(=O)=O)CC=1C(=C(C=CC1)C1=CC=CC=C1)F N'-{(2S,3R)-1-(azetidine-1-carbonyl)-4,4-difluoro-2-[(2-fluoro[1,1'-biphenyl]-3-yl)methyl]pyrrolidin-3-yl}-N,N-dimethyl-sulfuric diamide